2-(1-methyl-ethyl)-3-oxazoline CC(C)C1OCC=N1